(cyclohexylmethyl-(amino)methyl)aniline hydrochloride Cl.C1(CCCCC1)CC(N)NC1=CC=CC=C1